9-Methyl-2-(2-(6-(trifluoromethyl)imidazo[1,2-a]pyrazin-3-yl)pyrimidin-4-yl)-6-oxa-2,9-diazaspiro[4.5]decan-8-one CN1C(COC2(CCN(C2)C2=NC(=NC=C2)C2=CN=C3N2C=C(N=C3)C(F)(F)F)C1)=O